C1(CC1)C1=C(C(=NO1)C1=C(C=CC=C1Cl)Cl)COC1C(CN(CC1)C1=CC=C(C=C1)C#C[Si](C)(C)C)(F)F 5-cyclopropyl-3-(2,6-dichlorophenyl)-4-(((3,3-difluoro-1-(4-((trimethylsilyl)ethynyl)phenyl)piperidin-4-yl)oxy)methyl)isoxazole